FC=1C=C(COP2(OCC3=C(O2)C=C(O3)N3C(NC(C(=C3)F)=O)=O)=O)C=C(C1)F 1-((4AR,6R,7aS)-2-(3,5-difluorobenzyloxy)-2-oxo-4H-furo[3,2-d][1,3,2]dioxaphosphorin-6-yl)-5-fluoropyrimidine-2,4(1H,3H)-dione